C(C1=CC=CC=C1)(C1=CC=CC=C1)NC(C)C1=CC=CC=C1 N-benzhydryl-1-phenylethan-1-amine